3-cyano-5-(4-cyanophenyl)-6-(trifluoromethyl)-1,2,4-triazazine C(#N)N1NN=C(C(=N1)C1=CC=C(C=C1)C#N)C(F)(F)F